1-(5-fluoro-2-methylphenyl)cyclopropane-1-carbohydrazide FC=1C=CC(=C(C1)C1(CC1)C(=O)NN)C